(1-{5-[(2,6-dichlorophenyl)methoxy]pyrimidin-2-yl}imidazol-4-yl)methanol ClC1=C(C(=CC=C1)Cl)COC=1C=NC(=NC1)N1C=NC(=C1)CO